methyl 4-[(E)-(4-benzyloxy-3,5-dichloro-phenyl)methyleneamino]-3-hydroxy-benzoate C(C1=CC=CC=C1)OC1=C(C=C(C=C1Cl)\C=N\C1=C(C=C(C(=O)OC)C=C1)O)Cl